[K].S1C=NC=C1 1,3-thiazole potassium